FC1(CC(C1)(C1=CC(=CC=C1)B1OC(C(O1)(C)C)(C)C)C1=NN=CN1C)C 3-[3-fluoro-3-methyl-1-[3-(4,4,5,5-tetramethyl-1,3,2-dioxaborolan-2-yl)phenyl]cyclobutyl]-4-methyl-4H-1,2,4-triazole